C(N)(O[C@H](C(=O)N[C@H](CO)C[C@H]1C(NCC1)=O)C(C1CCCCC1)C(C(C)(C)C1=CC(=CC=C1)Cl)C1=CC2=CC=CC=C2C=C1)=O 2-(3-chlorophenyl)-2-methyl-1-(naphthalen-2-yl)propyl((S)-3-cyclohexyl-1-(((S)-1-hydroxy-3-((S)-2-oxopyrrolidin-3-yl)propan-2-yl)amino)-1-oxopropan-2-yl) carbamate